OC1=[NH+]C=CC=C1 (2S,3R,2'R)-2-hydroxyl-pyridinium